(S)-2-((3-(isobutylsulfonyl)phenoxy)methyl)oxirane C(C(C)C)S(=O)(=O)C=1C=C(OC[C@H]2OC2)C=CC1